4-ethynyl-tetrahydrofuran C(#C)C1CCOC1